COC=1C(=NC(=CC1)CS(=O)(=O)\C=C\C1=C(C=C(C=C1OC)OC)OC)N (E)-3-methoxy-6-((2,4,6-trimethoxystyrylsulfonyl)methyl)pyridin-2-amine